C1(=CC=CC=C1)C1=CC(=CC=2N(C=NC21)C2OCCCC2)C#N 4-phenyl-1-(tetrahydro-2H-pyran-2-yl)-1H-benzo[d]imidazole-6-carbonitrile